C1(CC1)C1=CC(=C(C(=C1)[N+](=O)[O-])N[C@H]1[C@H](CCCC1)NC(=O)C1=CC(NC2=CC=CC(=C12)OC)=O)C(=O)N1CCOCC1 N-((1S,2R)-2-((4-cyclopropyl-2-(morpholine-4-carbonyl)-6-nitrophenyl)amino)cyclohexyl)-5-methoxy-2-oxo-1,2-dihydroquinoline-4-carboxamide